(2S,11aR)-7,9-Dichloro-6-isopropoxy-8-methyl-2-((2-oxo-1,2,3,4-tetrahydro-1,6-naphthyridin-7-yl)oxy)-2,3,11,11a-tetrahydro-1H,5H-benzo[f]pyrrolo[2,1-c][1,4]oxazepin-5-one ClC=1C(=C(C2=C(C(N3[C@@H](CO2)C[C@@H](C3)OC3=NC=C2CCC(NC2=C3)=O)=O)C1OC(C)C)Cl)C